O1C2=C(OCC1C=1N[C@@H](C(N1)([2H])[2H])[2H])C=CC(=C2)[2H] (5R)-2-(2,3-dihydrobenzo[b][1,4]dioxin-2-yl-7-d)-4,5-dihydro-1H-imidazole-4,4,5-d3